NCCNCCC[Si](OC)(OC)OC γ-aminoethylaminopropyltrimethoxysilane